4-[4-Cyano-3-hydroxy-7-(4-methoxy-phenyl)-quinolin-2-yl]-4-oxo-butyric acid ethyl ester C(C)OC(CCC(=O)C1=NC2=CC(=CC=C2C(=C1O)C#N)C1=CC=C(C=C1)OC)=O